ClC=1C=C(C=CC1Cl)C(C(=O)NNC(=O)C1CN(CC12CCN(CC2)C(=O)OC(C)(C)C)C(=O)C2=CN=CS2)(F)F tert-butyl 4-(2-(2-(3,4-dichlorophenyl)-2,2-difluoroacetyl)hydrazine-1-carbonyl)-2-(thiazole-5-carbonyl)-2,8-diazaspiro[4.5]decane-8-carboxylate